5-chloropyridine-2,3-diol ClC=1C=C(C(=NC1)O)O